3-(1-fluoro-2-methylprop-1-en-1-yl)bicyclo[1.1.1]pentane-1-carboxylic acid FC(=C(C)C)C12CC(C1)(C2)C(=O)O